N-(3-methoxy-5-((2'-methyl-[3,4'-bipyridin]-2-yl)oxy)phenyl)acetamide COC=1C=C(C=C(C1)OC1=NC=CC=C1C1=CC(=NC=C1)C)NC(C)=O